BrC1=CC(=NC=C1)OCCOCCOCCOCCOCCO 14-((4-bromopyridin-2-yl)oxy)-3,6,9,12-tetraoxatetradecan-1-ol